[6-[3-(1-hydroxycyclopropyl)-1H-1,2,4-triazol-5-yl]-2-azaspiro[3.3]heptan-2-yl]-[3-[4-[5-methyl-3-(trifluoromethyl)pyrazol-1-yl]phenyl]azetidin-1-yl]methanone OC1(CC1)C1=NNC(=N1)C1CC2(CN(C2)C(=O)N2CC(C2)C2=CC=C(C=C2)N2N=C(C=C2C)C(F)(F)F)C1